syringylglycerol COC1=CC(=CC(=C1O)OC)CC(C(CO)O)O